CC1(CCN(CC1)C=1OC2=C(C=C(C=C2C(C1)=O)C)[C@@H](C)NC1=C(C=CC=C1)C1=CC(=NO1)O)C (R)-2-(4,4-dimethylpiperidin-1-yl)-8-(1-((2-(3-hydroxyisoxazol-5-yl)phenyl)amino)ethyl)-6-methyl-4H-chromen-4-one